OC1=C(C(=NC=C1)[N+](=O)[O-])C(F)(F)F 4-hydroxy-2-nitro-3-trifluoromethylpyridine